N-[7-methoxy-6-(pyridin-2-yloxy)-1H,2H,3H-cyclopenta[b]quinolin-9-yl]-1-(2-methoxyethyl)piperidin-4-amine COC1=CC=2C(=C3C(=NC2C=C1OC1=NC=CC=C1)CCC3)NC3CCN(CC3)CCOC